C(C)(C)(C)OC(=O)N1CC(C1)[C@@H]1CN(CCC1)C1CC(C1)(C(=O)O)C trans-3-((R)-3-(1-(tert-butoxycarbonyl)azetidin-3-yl)piperidin-1-yl)-1-methylcyclobutane-1-carboxylic acid